(2-hydroxyethyl)(2-(4-nitro-1H-pyrazol-1-yl)ethyl)carbamic acid tert-butyl ester C(C)(C)(C)OC(N(CCN1N=CC(=C1)[N+](=O)[O-])CCO)=O